8-chloro-[1,2,4]triazolo[4,3-a]quinazolin-5(4H)-one ClC1=CC=C2C(NC=3N(C2=C1)C=NN3)=O